CN(CC1=CC(=C(C(=O)O)C=C1F)NC(=O)C=1N=NC(=CC1)N1C=NC=C1)CC1=CC(=C(C(=O)O)C=C1F)NC(=O)C=1N=NC(=CC1)N1C=NC=C1 4,4'-((methylazanediyl)bis(methylene))bis(2-(6-(1H-imidazol-1-yl)pyridazine-3-carboxamido)-5-fluorobenzoic acid)